O1CCC(CC1)NC1=C2C=C(N(C2=CC=C1)CC(F)(F)F)C1=NOC=N1 3-{4-[(oxan-4-yl)amino]-1-(2,2,2-trifluoroethyl)-1H-indol-2-yl}-1,2,4-oxadiazol